2-fluoro-N-methyl-4-(1-(1-(3-(1-methyl-1H-pyrazol-4-yl)quinolin-6-yl)ethyl)-1H-[1,2,3]triazolo[4,5-b]pyrazin-6-yl)benzamide FC1=C(C(=O)NC)C=CC(=C1)C1=CN=C2C(=N1)N(N=N2)C(C)C=2C=C1C=C(C=NC1=CC2)C=2C=NN(C2)C